1-(Cis-4-(2-(4-(2,3-dichlorophenyl)piperazin-1-yl)ethyl)-4-fluorocyclohexyl)-3-(2-methoxyphenyl)urea ClC1=C(C=CC=C1Cl)N1CCN(CC1)CCC1(CCC(CC1)NC(=O)NC1=C(C=CC=C1)OC)F